4-(4-((1,4-oxazepan-4-yl)methyl)-2-fluorobenzylamino)-2-(2,6-dioxopiperidin-3-yl)isoindoline-1,3-dione O1CCN(CCC1)CC1=CC(=C(CNC2=C3C(N(C(C3=CC=C2)=O)C2C(NC(CC2)=O)=O)=O)C=C1)F